O1CCN(CC1)C=1C2=C(N=C(N1)N1N=CC(=C1)C=1C=C(C=CC1)C)C=C(O2)C2=CC=NC=C2 4-morpholino-6-(pyridin-4-yl)-2-(4-(m-tolyl)-1H-pyrazol-1-yl)furo[3,2-d]pyrimidine